benzyl (t-butyl peroxy) oxalate C(C(=O)OOOC(C)(C)C)(=O)OCC1=CC=CC=C1